2-phenyl-3-(3,3,3-trifluoro-1-(3-isothiocyanatothiophen-2-yl)propyl)-1H-indole C1(=CC=CC=C1)C=1NC2=CC=CC=C2C1C(CC(F)(F)F)C=1SC=CC1N=C=S